methyl (2S)-2-[[6-(6-chloro-1H-indole-2-carbonyl)-6-azaspiro[3.4]octane-7-carbonyl]amino]-3-[(3S)-2-oxo-3-piperidyl]propanoate ClC1=CC=C2C=C(NC2=C1)C(=O)N1CC2(CCC2)CC1C(=O)N[C@H](C(=O)OC)C[C@H]1C(NCCC1)=O